ClC1=CN=C2N1C=C(N=C2N2[C@H](CC2)C(F)(F)F)C=2C=NN(C2)CC(=O)N2CCNCC2 (R)-2-(4-(3-chloro-8-(2-(trifluoromethyl)azetidin-1-yl)imidazo[1,2-a]pyrazin-6-yl)-1H-pyrazol-1-yl)-1-(piperazin-1-yl)ethan-1-one